C(#N)C1(CC1)N(S(=O)(=O)C=1C=C(C=2N(C1)C(=CN2)C=2SC(=NN2)C)N2CCN(CC2)C(C(C)C)=O)CC2=CC=C(C=C2)OC N-(1-cyanocyclopropyl)-8-(4-isobutyrylpiperazin-1-yl)-N-(4-methoxybenzyl)-3-(5-methyl-1,3,4-thiadiazol-2-yl)imidazo[1,2-a]pyridine-6-sulfonamide